tert-butyl ((1s,3s)-3-((5-(4-methylthiazol-2-yl)-1-tosyl-1H-pyrrolo[2,3-b]pyridin-4-yl)amino)cyclobutyl)carbamate CC=1N=C(SC1)C=1C(=C2C(=NC1)N(C=C2)S(=O)(=O)C2=CC=C(C)C=C2)NC2CC(C2)NC(OC(C)(C)C)=O